6-cyclopropyl-3-{2-[(3s,5s)-3-methyl-5-(1H-pyrazol-4-yl)-piperidin-1-yl]-pyrimidin-4-yl}-imidazo[1,2-a]pyridine C1(CC1)C=1C=CC=2N(C1)C(=CN2)C2=NC(=NC=C2)N2C[C@H](C[C@H](C2)C=2C=NNC2)C